2-{[1-(diphenylmethyl)azetidin-3-yl]amino}ethan-1-ol C1(=CC=CC=C1)C(N1CC(C1)NCCO)C1=CC=CC=C1